NC1=NC(=C(C(=N1)N[C@H](CC(=O)OC(C)(C)C)CCCC)CC=1C=C(C(=O)O)C=CC1OC)C (S)-3-((2-amino-4-((1-(tert-butoxy)-1-oxohept-3-yl)amino)-6-methylpyrimidin-5-yl)methyl)-4-methoxybenzoic acid